CC1(C=CC=C1)[Cr]C1C=CC=C1 (methylcyclopentadienyl)(cyclopentadienyl)chromium